C1(CC1)COC=1C=C(C=CC1OC(F)F)C1CC(N(C1)C(=O)OC)C(=O)O 4-(3-(cyclopropylmethoxy)-4-(difluoromethoxy)phenyl)-1-(methoxycarbonyl)pyrrolidine-2-carboxylic acid